C(C)(=O)C1=C(C2=C(N=C(N=C2)NC2=NC=C(C=C2)C2CCN(CC2)CC2=CC=C(C=C2)[C@H](C)O[Si](C)(C)C(C)(C)C)N(C1=O)C1CCCC1)C (S)-6-acetyl-2-((5-(1-(4-(1-((tert-butyldimethylsilyl)oxy)ethyl)-benzyl)piperidin-4-yl)pyridin-2-yl)amino)-8-cyclopentyl-5-methylpyrido[2,3-d]pyrimidin-7(8H)-one